C(#N)CC(=O)N1[C@@H](C[C@H](C1)F)C(=O)N[C@H](C1=CC=C(C=C1)C(C)C)C1=CC=CC=C1 (2S,4R)-1-(2-cyanoacetyl)-4-fluoro-N-[(S)-phenyl[4-(propan-2-yl)phenyl]methyl]pyrrolidine-2-carboxamide